OC=1C=C(C=O)C=CC1C(C)(C)CC 3-hydroxy-4-t-amyl-benzaldehyde